pentaerythritol tetrakis[methyl-(3,5-di-t-butyl-4-hydroxyphenyl) propionate] CC(C(=O)OCC(COC(C(C)(C1=CC(=C(C(=C1)C(C)(C)C)O)C(C)(C)C)C)=O)(COC(C(C)(C1=CC(=C(C(=C1)C(C)(C)C)O)C(C)(C)C)C)=O)COC(C(C)(C1=CC(=C(C(=C1)C(C)(C)C)O)C(C)(C)C)C)=O)(C)C1=CC(=C(C(=C1)C(C)(C)C)O)C(C)(C)C